2-{[3-(4-methylbenzyl)pyrrolidin-1-yl]methyl}-6-(5-methyl-1H-pyrazol-4-yl)thieno[3,2-d]pyrimidin-4(3H)-one CC1=CC=C(CC2CN(CC2)CC=2NC(C3=C(N2)C=C(S3)C=3C=NNC3C)=O)C=C1